1-(imidazo[1,2-a]pyrazin-3-ylmethyl)-N-(3-((4-methylpiperazin-1-yl)methyl)-5-(trifluoromethyl)phenyl)indoline-6-carboxamide N=1C=C(N2C1C=NC=C2)CN2CCC1=CC=C(C=C21)C(=O)NC2=CC(=CC(=C2)C(F)(F)F)CN2CCN(CC2)C